C(C)(C)(C)OC(=O)N1CC(C(C1)O)N 3-amino-4-hydroxy-tetrahydropyrrole-1-carboxylic acid tert-butyl ester